(R,E)-3-(4-chlorophenyl)-N'-((4-chlorophenyl)sulfonyl)-N-(2,2-dimethyl-3-sulfamoylpropyl)-4-phenyl-4,5-dihydro-1H-pyrazole-1-carboximidamide ClC1=CC=C(C=C1)C1=NN(C[C@H]1C1=CC=CC=C1)/C(/NCC(CS(N)(=O)=O)(C)C)=N/S(=O)(=O)C1=CC=C(C=C1)Cl